3-[(5-fluoro-2-pyridyl)amino]-1-(2,2,2-trifluoroethyl)pyrazolo[4,3-c]pyridin FC=1C=CC(=NC1)NC1=NN(C2=C1C=NC=C2)CC(F)(F)F